C(#N)C1=C(C=C(C=C1)NC(C(C)(C)N1N=CC(=C1)C#CC1CN(C1)C=1C=C2C(N(C(C2=CC1)=O)C1C(NC(CC1)=O)=O)=O)=O)C N-(4-cyano-3-methylphenyl)-2-(4-((1-(2-(2,6-dioxopiperidin-3-yl)-1,3-dioxoisoindoline-5-yl)azetidin-3-yl)ethynyl)-1H-pyrazol-1-yl)-2-methylpropionamide